N-(2-(2,6-dioxopiperidin-3-yl)-1-oxoisoindolin-5-yl)-2-fluorobenzamide O=C1NC(CCC1N1C(C2=CC=C(C=C2C1)NC(C1=C(C=CC=C1)F)=O)=O)=O